isopropylidenebis(2-methylphenol) C(C)(C)(C=1C(=C(C=CC1)O)C)C=1C(=C(C=CC1)O)C